S1C=NC2=C1C=1C=CC(=CC1OC2)CO (4H-chromeno[3,4-d]thiazol-7-yl)methanol